2-(3-Methoxy-phenyl)-1H-benzo[d]imidazole COC=1C=C(C=CC1)C1=NC2=C(N1)C=CC=C2